COC(CC1=C(C=CC=C1)CO/N=C(\C)/C1=CC(=CC=C1)C(F)(F)F)=O {2-[1-(3-trifluoromethyl-phenyl)-eth-(E)-ylideneaminooxymethyl]-phenyl}-acetic acid methyl ester